4-(((3R,4R)-3-(4-(methoxycarbonyl)phenyl)piperidin-4-yl)oxy)-7-methyl-5-(trifluoromethoxy)-1H-indole-1-carboxylic acid tert-butyl ester C(C)(C)(C)OC(=O)N1C=CC2=C(C(=CC(=C12)C)OC(F)(F)F)O[C@H]1[C@@H](CNCC1)C1=CC=C(C=C1)C(=O)OC